(2,7-diethyl-4-oxo-pyrazolo[3,4-d]pyridazin-5-yl)-N-(2-oxaspiro[3.3]hept-6-yl)acetamide C(C)N1N=C2C(=NN(C(C2=C1)=O)CC(=O)NC1CC2(COC2)C1)CC